8-(3-Chloro-2-(trifluoromethyl)phenyl)-9-(4-((1-(3,3,3-trifluoropropyl)azetidin-3-yl)methyl)phenyl)-6,7-dihydro-5H-benzo[7]annulen ClC=1C(=C(C=CC1)C=1CCCC2=C(C1C1=CC=C(C=C1)CC1CN(C1)CCC(F)(F)F)C=CC=C2)C(F)(F)F